3-(4-(5-(difluoromethyl)-1,3,4-oxadiazol-2-yl)benzyl)-1-(piperidin-4-yl)-1,3-dihydro-2H-imidazo[4,5-b]pyridin-2-one FC(C1=NN=C(O1)C1=CC=C(CN2C(N(C=3C2=NC=CC3)C3CCNCC3)=O)C=C1)F